4-(tert-butyl)-6-chloropyrimidine C(C)(C)(C)C1=NC=NC(=C1)Cl